3-Oxazine C1CONC=C1